N-(4-(7-chloro-5-((2-(diethylamino)ethyl)amino)-2,3,4,5-tetrahydro-1H-benzo[b]azepine-1-carbonyl)-3-methylphenyl)-2-methylbenzamide ClC1=CC2=C(N(CCCC2NCCN(CC)CC)C(=O)C2=C(C=C(C=C2)NC(C2=C(C=CC=C2)C)=O)C)C=C1